(S)-9-chloro-3-cyclopropyl-4-(6-(3-methylpiperazin-1-yl)pyridin-3-yl)-10H-chromeno[3,2-b]pyridin-10-one ClC=1C=2C(C3=NC=C(C(=C3OC2C=CC1)C=1C=NC(=CC1)N1C[C@@H](NCC1)C)C1CC1)=O